1-(phenylsulfonyl)-1H-pyrrolo[2,3-b]pyridine C1(=CC=CC=C1)S(=O)(=O)N1C=CC=2C1=NC=CC2